C(C)(C)(C)OC(=O)N1C(OCC1)(C)C (E)-2,2-dimethyl-oxazolidine-3-carboxylic acid tert-butyl ester